BrCC(=O)NC1=C2C(N(C(C2=CC=C1)=O)C1C(NC(CC1)=O)=O)=O 2-bromo-N-[2-(2,6-dioxopiperidin-3-yl)-1,3-dioxoisoindolin-4-yl]acetamide